O=C1NC(CCC1N1C(C2=CC=C(C=C2C1=O)N1CCC(CC1)CCN1CCN(CC1)CCOC1=CC=C(C=C1)\C(=C(/CC)\C1=CC=CC=C1)\C1=CC=C(C=C1)B(O)O)=O)=O (E)-(4-(1-(4-(2-(4-(2-(1-(2-(2,6-dioxopiperidin-3-yl)-1,3-dioxoisoindolin-5-yl)piperidin-4-yl)ethyl)piperazin-1-yl)ethoxy)phenyl)-2-phenylbut-1-en-1-yl)phenyl)boronic acid